1,4-dimethyl-6-nitro-1H-indazole CN1N=CC2=C(C=C(C=C12)[N+](=O)[O-])C